C1(=CC=CC=C1)C1OCCC2=CC(=C(C=C12)O)O phenyl-6,7-dihydroxy-isochroman